(+)-cyclopropylamine hydrochloride Cl.C1(CC1)N